2-(2-chlorophenyl)-5,5-difluoro-4-oxapent-2-en-1-yl-2-nitrobenzoate ClC1=C(C=CC=C1)C(COC(C1=C(C=CC=C1)[N+](=O)[O-])=O)=COC(F)F